C1(=CC=CC=C1)CCS(=O)(=O)O 2-phenylethanesulfonic acid